vanadium-lithium phosphate P(=O)([O-])([O-])[O-].[Li+].[V+5].P(=O)([O-])([O-])[O-]